hydroxy(phenyl)methylimidazo[1,2-a]pyridine-7-carboxylate OC1=C(N=C2N1C=CC(=C2)C(=O)[O-])CC2=CC=CC=C2